OCCOC1=CC(=NC=C1)C=1N=C(C2=C(N1)CCC2)N(CC(=O)NC(C)(CC)C)C 2-({2-[4-(2-hydroxyethoxy)pyridin-2-yl]-5H,6H,7H-cyclopenta[d]pyrimidin-4-yl}(methyl)amino)-N-(2-methylbutan-2-yl)acetamide